5-((7-fluoro-2,3-dihydrobenzo[b][1,4]dioxin-5-yl)amino)-N-(3-hydroxy-2,2-dimethylpropyl)-7-(methylamino)pyrazolo[1,5-a]pyrimidine-3-carboxamide FC=1C=C(C2=C(OCCO2)C1)NC1=NC=2N(C(=C1)NC)N=CC2C(=O)NCC(CO)(C)C